Cl.Cl.OCCN1C[C@@H](CCC1)N1CCCC2=C1N=NC(=C2C)C2=C(C=C(C=C2)C(F)(F)F)O 2-{8-[(3R)-1-(2-hydroxyethyl)piperidin-3-yl]-4-methyl-5,6,7,8-tetrahydropyrido[2,3-c]pyridazin-3-yl}-5-(trifluoromethyl)phenol dihydrochloride